C1(CCCCC1)S(=O)(=O)N[C@H](C(=O)OCC1=CC=CC=C1)CC(C)C (S)-benzyl 2-(cyclohexanesulfonylamino)-4-methylpentanoate